C(C=C)O[C@H](C[C@H](C(C)C)NC)C=1SC=C(N1)C(=O)N[C@H](C[C@@H](C(=O)OCC=C)C)CC1=CC=CC=C1 (2S,4R)-allyl 4-(2-((1R,3R)-1-(allyloxy)-4-methyl-3-(methylamino)pentyl)thiazole-4-carboxamido)-2-methyl-5-phenylpentanoate